7-chloro-6-(methoxymethyl)-1-methyl-benzimidazol-2-amine hydrochloride Cl.ClC1=C(C=CC2=C1N(C(=N2)N)C)COC